N1(CCCCC1)CCOC1=CC=C(C=C1)B(O)O (4-[2-(PIPERIDIN-1-YL)ETHOXY]PHENYL)BORANEDIOL